Cl.CS(=O)(=O)C1CC(CCC1)N racemic-3-methanesulfonylcyclohexan-1-amine hydrochloride